O=C1NC(CCC1N1C(C2=CC=C(C=C2C1)CN1CCN(CC1)C1CCN(CC1)C1=CC=C(C(=O)NC2=CC(=C(C=C2)C)NC2=NC=CC(=N2)C=2C=NC=CC2)C=C1)=O)=O 4-(4-(4-((2-(2,6-dioxopiperidin-3-yl)-1-oxoisoindolin-5-yl)methyl)piperazin-1-yl)piperidin-1-yl)-N-(4-methyl-3-((4-(pyridin-3-yl)pyrimidin-2-yl)amino)phenyl)benzamide